N-(beta-methoxyethyl)-4-aminophenyl-pyrrolidine-2-yl-thiophene COCCN1C(CCC1)C=1SC=CC1C1=CC=C(C=C1)N